COC(=O)C1CC(C1)O (1s,3s)-3-hydroxycyclobutane-1-carboxylic acid methyl ester